benzyl-dimethyl-distearyl-ammonium lithium [Li+].C(C1=CC=CC=C1)CCCCCCCCCCCCCCCCCC[N+](CCCCCCCCCCCCCCCCCC)(C)C